C1(CC1)CN1C(N(CC12CCC(CC2)(C2=CC=CC=C2)N(C)C)CC2(COC2)C(=O)N)=O 3-((1-(cyclopropylmethyl)-8-(dimethylamino)-2-oxo-8-phenyl-1,3-diazaspiro[4.5]decan-3-yl)methyl)oxetane-3-carboxamide